Cl.N[C@H](CC(=O)OC)C (S)-methyl 3-amino-butyrate hydrochloride